[2H]CC(=O)O deuterio-acetic acid